OC=1C=C(C(=O)C2=CC=C(C=C2)C(C)(C)C)C=CC1O 3,4-dihydroxyl-4'-tertiary butyl-benzophenone